C(C)(C)(C)OC(N(CCCN(CC)CC)C=1C=NC(=CC1)Br)=O (6-bromopyridin-3-yl)(3-(diethylamino)propyl)carbamic acid tert-butyl ester